tert-butyl (3-(3-cyano-1-((4-methyl-4H-1,2,4-triazol-3-yl)methyl)cyclobutyl)phenyl)carbamate C(#N)C1CC(C1)(CC1=NN=CN1C)C=1C=C(C=CC1)NC(OC(C)(C)C)=O